5-hydroxynonane-1,9-diyl bis(4,4-bis(((Z)-oct-5-en-1-yl)oxy)butanoate) C(CCC\C=C/CC)OC(CCC(=O)OCCCCC(CCCCOC(CCC(OCCCC\C=C/CC)OCCCC\C=C/CC)=O)O)OCCCC\C=C/CC